CN1C2=C(C=C(C1=O)C(=O)NC=1SC=CN1)C(CC2)C 1,5-dimethyl-2-oxo-N-thiazol-2-yl-6,7-dihydro-5H-cyclopenta[b]pyridine-3-carboxamide